(S)-tert-butyl 3-((S)-2-(2-hydroxyphenyl)-6,6a,7,8,9,10-hexahydro-5H-pyrazino[1',2':4,5]pyrazino[2,3-c]pyridazine-8-carbonyl)-[1,4'-bipiperidine]-1'-carboxylate OC1=C(C=CC=C1)C=1C=C2C(=NN1)NC[C@@H]1N2CCN(C1)C(=O)[C@@H]1CN(CCC1)C1CCN(CC1)C(=O)OC(C)(C)C